Cl.COC=1C=C2C(=NC=NC2=CC1OC)C1CCN(CCC1)S(=O)(=O)N 4-(6,7-dimethoxyquinazolin-4-yl)azepane-1-sulfonamide hydrochloride